C(C)OC1=CC=C2CN(C(C2=C1OC)=O)C1C(NC(CC1)=O)=O 3-(6-ethoxy-7-methoxy-1-oxoisoindolin-2-yl)piperidine-2,6-dione